CS(=O)C=1N=CC2=C(N1)C(=NC(=C2)C#N)NCCC 2-(methylsulfinyl)-8-(propylamino)pyrido[3,4-d]pyrimidine-6-carbonitrile